methyl 6-(5,6-dimethoxy-1H-benzo[d]imidazol-1-yl)-2-(2-oxopyrrolidin-1-yl)nicotinate COC1=CC2=C(N(C=N2)C2=NC(=C(C(=O)OC)C=C2)N2C(CCC2)=O)C=C1OC